ClC=1C(=NC=CC1SC=1C=CC=2C(=NC=C(N2)N2CCC3([C@@H]([C@@H](OC3)C)N)CC2)N1)N1CCOCC1 (3S,4S)-8-(6-((3-chloro-2-morpholinopyridin-4-yl)thio)pyrido[2,3-b]pyrazin-2-yl)-3-methyl-2-oxa-8-azaspiro[4.5]decan-4-amine